2-[4-[(E)-3-(4-methoxyphenyl)prop-2-enoyl]phenoxy]acetic acid COC1=CC=C(C=C1)/C=C/C(=O)C1=CC=C(OCC(=O)O)C=C1